COC=1C=C(C=CC1OC)CCC=1N=C(C2=C(N1)OC(=C2C(=O)NC)C)NC2(CC2)C [2-(3,4-Dimethoxyphenyl)ethyl]-N,6-dimethyl-4-[(1-methylcyclopropyl)amino]furo[2,3-d]pyrimidine-5-carboxamide